CN(CCNNC(C1=C(C=C(C=C1)/C(=C/C(C(F)(F)F)C1=CC(=C(C(=C1)Cl)Cl)Cl)/F)C(F)(F)F)=O)C (Z)-N'-(2-(dimethylamino)ethyl)-4-(1,4,4,4-tetrafluoro-3-(3,4,5-trichlorophenyl)but-1-en-1-yl)-2-(trifluoromethyl)benzoyl-hydrazine